C(C)(=O)O[C@H]1[C@@H](O[C@@H]([C@H]([C@@H]1OC(C)=O)OC(C)=O)C(=O)OC)N(C1=CC2=C(OCCO2)C=C1)C1=NC2=C(C=CC=C2C=C1)Cl (2R,3R,4S,5S,6S)-2-((8-chloroquinolin-2-yl) (2,3-dihydrobenzo[b][1,4]dioxin-6-yl)amino)-6-(methoxycarbonyl)tetrahydro-2H-pyran-3,4,5-triyl triacetate